C(C)(C)(C)[C@]12N(C[C@@H](N(C1)C=1C=CC=3N=CN=C(C3N1)NC1=C(C(=C(C=C1)OC)Cl)F)C2)C(=O)OCC2(CC2)C2=CC=C(C=C2)C2CNC2 [1-[4-(Azetidin-3-yl)phenyl]cyclopropyl]methanol tert-butyl-(1S,4S)-5-[4-(3-chloro-2-fluoro-4-methoxy-anilino)pyrido[3,2-d]pyrimidin-6-yl]-2,5-diazabicyclo[2.2.1]heptane-2-carboxylate